CC=1C=C(OC1C)C(=O)OCC ethyl 4,5-dimethyl-2-furancarboxylate